2-(3-fluorophenyl)benzofuran potassium 6-methylimidazo[1,2-b]pyridazin-7-olate CC=1C(=CC=2N(N1)C=CN2)[O-].[K+].FC=2C=C(C=CC2)C=2OC1=C(C2)C=CC=C1